N-(2-hydroxy-1-phenylethyl)-1-(2-((tetra-hydrofuran-3-yl)amino)pyridin-4-yl)-1H-pyrrole-3-carboxamide OCC(C1=CC=CC=C1)NC(=O)C1=CN(C=C1)C1=CC(=NC=C1)NC1COCC1